N-hydroxy-4-(2-methoxyethyl)-3-oxo-3,4-dihydro-2H-benzo[b][1,4]oxazine-6-carboxamide ONC(=O)C1=CC2=C(OCC(N2CCOC)=O)C=C1